6-amino-2-(3,5-dichloro-4-((5-(6,6-difluorospiro[3.3]hept-1-yl)-6-hydroxypyridin-3-yl)oxy)phenyl)-1,2,4-triazine-3,5(2h,4h)-dione NC=1C(NC(N(N1)C1=CC(=C(C(=C1)Cl)OC=1C=NC(=C(C1)C1CCC12CC(C2)(F)F)O)Cl)=O)=O